FC=1C=C2C=CC(OC2=C(C1)C=1N=C(SC1)N)(C)C 4-(6-fluoro-2,2-dimethyl-2H-chromen-8-yl)thiazol-2-amine